CN1CC2=CC(=CC=C2CC1)C=1C=C2C(=NC1)NC=C2C2=CC=C(C=C2)S(=O)(=N)C 2-methyl-7-(3-(4-(S-methylsulphonimidoyl)phenyl)-1H-pyrrolo[2,3-b]pyridin-5-yl)-1,2,3,4-tetrahydroisoquinoline